BrC=1C=C(C=CC1)C1(CC(C1)O)C1=NN=CN1C 3-(3-bromophenyl)-3-(4-methyl-4H-1,2,4-triazol-3-yl)cyclobutanol